ClC=1C=C(OCC[C@H](C(=O)O)C)C=CC1C=1N(C2=NC=NC(=C2N1)OC1(CC1)C)CC1=C(C=CC(=C1)C(F)(F)F)OC (R)-4-(3-chloro-4-(9-(2-methoxy-5-(trifluoromethyl)benzyl)-6-(1-methylcyclopropoxy)-9H-purin-8-yl)phenoxy)-2-methylbutanoic acid